3,8-dihydroxyoctanoic acid OC(CC(=O)O)CCCCCO